C(C)OC1=C(C=CC=C1C1=CC=CC=C1)O ethoxy-m-phenylphenol